methyl 5-chloro-2-(difluoromethyl)-1-((tetrahydro-2H-pyran-4-yl)methyl)-1H-indole-3-carboxylate ClC=1C=C2C(=C(N(C2=CC1)CC1CCOCC1)C(F)F)C(=O)OC